8-(1,1-difluoro-2,3-dihydro-1H-inden-4-yl)-9-(4-((1-(3-fluoropropyl)azetidin-3-ylidene)methyl)phenyl)-6,7-dihydro-5H-benzo[7]annulene-3-carboxylic acid FC1(CCC2=C(C=CC=C12)C=1CCCC2=C(C1C1=CC=C(C=C1)C=C1CN(C1)CCCF)C=CC(=C2)C(=O)O)F